2-bromo-5H-thieno[3,2-c]pyridin-4-one BrC1=CC=2C(NC=CC2S1)=O